C(C(C)C)(=O)O[C@@H]1OC[C@H](C2=C1NC(C=1C=C(C(=CC21)F)F)=O)N(C(=O)C=2NC1=CC(=C(C=C1C2)F)F)C (1S,4S)-1-(5,6-difluoro-N-methyl-1H-indole-2-carboxamido)-8,9-difluoro-6-oxo-1,4,5,6-tetrahydro-2H-pyrano[3,4-c]isoquinolin-4-yl isobutyrate